2-ethyl-1-hexene C(C)C(=C)CCCC